O=C1N(C(CC1)=O)OC(CCCCC=O)=O 6-oxohexanoic acid 2,5-dioxopyrrolidine-1-yl ester